CN1C2=NC=NC=C2N=C1 9-Methyl-9H-purin